tert-butyl (2-(4-(1-(2,6-dioxopiperidin-3-yl)-3-methyl-2-oxo-2,3-dihydro-1H-benzo[d]imidazol-5-yl)piperidin-1-yl)ethyl)carbamate O=C1NC(CCC1N1C(N(C2=C1C=CC(=C2)C2CCN(CC2)CCNC(OC(C)(C)C)=O)C)=O)=O